ClCC1=CC=C(C=C1)CS(=O)(=O)C 1-(chloromethyl)-4-(methylsulfonylmethyl)benzene